N-(benzo[d][1,3]dioxol-5-yl(5-chloro-8-hydroxyquinolin-7-yl)methyl)-2-((5-(diethylamino)pentan-2-yl)amino)acetamide O1COC2=C1C=CC(=C2)C(NC(CNC(C)CCCN(CC)CC)=O)C2=CC(=C1C=CC=NC1=C2O)Cl